2-[({3-fluoro-4-[5-(trifluoromethyl)-1,2,4-oxadiazol-3-yl]phenyl}methoxy)methyl]pyridin-3-amine FC=1C=C(C=CC1C1=NOC(=N1)C(F)(F)F)COCC1=NC=CC=C1N